3-((2-(1,3-diethyl-2,6-dioxo-1,2,3,6-tetrahydro-7H-purin-7-yl)ethoxy)carbonyl)pyridin C(C)N1C(N(C=2N=CN(C2C1=O)CCOC(=O)C=1C=NC=CC1)CC)=O